N1N=CC(=C1)C=1C=NC2=CC=C(C=C2N1)C(=O)C=1C=C(C=C(C1F)F)NC(=O)NC1=CC(=C(C=C1)F)F 1-(3-(3-(1H-pyrazol-4-yl)quinoxaline-6-carbonyl)-4,5-difluorophenyl)-3-(3,4-difluorophenyl)urea